OC1=CC=C(C=C1)CCCO 3-(4-Hydroxyphenyl)-1-propanol